5-(4-((3-ethyl-2-oxo-4-thioxo-1,2,3,4-tetrahydroquinazolin-7-yl)methyl)-3-oxopiperazin-1-yl)-3-fluoro-N-methylpicolinamide C(C)N1C(NC2=CC(=CC=C2C1=S)CN1C(CN(CC1)C=1C=C(C(=NC1)C(=O)NC)F)=O)=O